BrC=1C(=C(C(=O)C2CC[C@@H]3COCCN3C2=O)C=C(C1)F)OCOC (9aR)-7-[3-bromo-5-fluoro-2-(methoxymethoxy)benzoyl]-3,4,7,8,9,9a-hexahydro-1H-pyrido[2,1-c][1,4]oxazin-6-one